FC(OCC=1C=C2C(=CC=NC2=CC1)C(=O)OC)(F)F methyl 6-((trifluoromethoxy)methyl)-quinoline-4-carboxylate